CN(CCSCC(=O)N(CCCCCCCCCCCCCCCC(=O)[O-])CCCCCCCCCCCCCCCC(=O)[O-])C ((2-((2-(dimethylamino)ethyl)thio)acetyl)azanediyl)bis(ethane-2,1-diyl)ditetradecanoate